Monofluoromethan FC